BrC1=CC=C(C=C1)C1=CCC(CC1)CCC 1-bromo-4-(4-propylcyclohex-1-enyl)-benzene